chloro-4-(trifluoromethyl)phenol ClC1=C(C=CC(=C1)C(F)(F)F)O